4-(4-chlorophenoxy)-2-trifluoromethylbenzene ClC1=CC=C(OC2=CC(=CC=C2)C(F)(F)F)C=C1